ClC=1C(=NC(=CC1)C1CNCCC1)C=1C=NN2C1C=CC=C2 3-(3-chloro-6-(piperidin-3-yl)pyridin-2-yl)pyrazolo[1,5-a]pyridine